C1(=CC=C(C=C1)C1=NNC(=N1)C1=CC=CC=C1)C1=NNC(=N1)C1=CC=CC=C1 3,3'-(1,4-Phenylene)bis(5-phenyl-1,2,4-triazole)